4-((3r,5r)-5-ethoxy-2-((5-methoxy-7-methyl-1H-indol-4-yl)methyl)-2-azabicyclo[2.2.2]oct-3-yl)benzoic acid C(C)O[C@H]1C2[C@@H](N(C(C1)CC2)CC2=C1C=CNC1=C(C=C2OC)C)C2=CC=C(C(=O)O)C=C2